FC(CN(S(=O)(=O)N)C1CC2(CN(C2)C2=NC=NC3=CC(=CC=C23)OC)C1)F N-(2,2-difluoroethyl)-N-(2-(7-methoxyquinazolin-4-yl)-2-azaspiro[3.3]heptan-6-yl)sulfamide